FC1=CC=CC=2N(C(=NC21)C2=NSN=C2C)CC=2C=NC=CC2 3-[4-fluoro-1-(pyridin-3-ylmethyl)benzimidazol-2-yl]-4-methyl-1,2,5-thiadiazole